N-((3R,4S)-4-((7-(2,6-difluoro-3,5-dimethoxyphenyl)-5-(2,6-dimethylmorpholino)-2,6-naphthyridin-3-yl)amino)tetrahydrofuran-3-yl)acrylamide FC1=C(C(=C(C=C1OC)OC)F)C1=NC(=C2C=C(N=CC2=C1)N[C@H]1[C@H](COC1)NC(C=C)=O)N1CC(OC(C1)C)C